C1C2CN3CC=4N(N(CC21)C3)C=C(CC4)C(=O)N 1a,2,7,9,11,11a-hexahydro-1H-3,10-methanocyclopropa[g]pyrido[1,2-b][1,2,5]triazonine-6-carboxamide